NCC(CN1N=CN(C1=O)CC=1SC=C(C1)C=1C=NN(C1)CC)=C(F)F 2-[2-(aminomethyl)-3,3-difluoro-allyl]-4-[[4-(1-ethylpyrazol-4-yl)-2-thienyl]methyl]-1,2,4-triazol-3-one